O=C1O[C@@H]2OC(=C[C@H]3[C@@H]2C=C[C@H]31)COC(CCCCCCCCC=C)=O ((1S,4aS,5R,7aS)-8-oxo-1,4a,5,7a-tetrahydro-1,5-(epoxymethano)cyclopenta[c]pyran-3-yl)methylundec-10-enoate